tetramethyl-chroman-2-carboxylic acid CC=1C(=C(C(=C2CCC(OC12)C(=O)O)C)C)C